FC1=NC(=C2N=CN(C2=N1)C1OCC1)NCC1=C(C=CC=C1F)Cl 2-fluoro-6-[(2-chloro-6-fluorobenzyl)amino]-9-(oxetan-2-yl)-9H-purine